FC(C1=NC(=NO1)C1=CC=C(C=C1)NC(OC(C)(C)C)=O)(F)F t-butyl {4-[5-(trifluoromethyl)-1,2,4-oxadiazol-3-yl]phenyl}carbamate